OC1=CC=C(C=C1)N(C(=O)C=1C=C(N2CCCCC12)C1=CC2=C(OCO2)C=C1C(=O)N1CC2=CC=CC=C2C[C@H]1CN1CCOCC1)CC1=C(C=CC=C1)OC (S)-N-(4-hydroxyphenyl)-N-(2-methoxybenzyl)-3-(6-(3-(morpholinomethyl)-1,2,3,4-tetrahydroisoquinoline-2-carbonyl)benzo[d][1,3]dioxol-5-yl)-5,6,7,8-tetrahydroindolizine-1-carboxamide